di[(Z)-9-octadecenyl] phosphite P(OCCCCCCCC\C=C/CCCCCCCC)(OCCCCCCCC\C=C/CCCCCCCC)[O-]